FC(C1=NC(=NO1)C=1C=CC=2N(C1)C=C(N2)CC(=O)OCC)(F)F ethyl 2-(6-(5-(trifluoromethyl)-1,2,4-oxadiazol-3-yl)imidazo[1,2-a]pyridin-2-yl)acetate